ClC1=C(C=C(C=C1)OC)C1=CC=2NC(N(C(C2S1)=O)C=1C2=C(C=CN1)C=C(S2)C(C)(C)O)=O 6-(2-chloro-5-methoxy-phenyl)-3-[2-(1-hydroxy-1-methyl-ethyl)thieno[3,2-d]pyridin-7-yl]-1H-thieno[3,2-d]pyrimidine-2,4-dione